FC(CNC(=O)C=1C=NN2C1C=C(C=C2)C2=CNC=1N=C(N=CC12)N[C@@H](C(F)(F)F)C)(C)C (R)-N-(2-fluoro-2-methylpropyl)-5-(2-((1,1,1-trifluoropropan-2-yl)amino)-7H-pyrrolo[2,3-d]pyrimidin-5-yl)pyrazolo[1,5-a]pyridine-3-carboxamide